3-(4-chlorobenzyl)piperidin-2-one ClC1=CC=C(CC2C(NCCC2)=O)C=C1